NC1=NC=CC=C1C1=NC=2C(=NC=CC2)N1C1=CC=C(CN2CCN(CC2)C(=O)C=2C(=NC=CN2)C#N)C=C1 3-(4-(4-(2-(2-aminopyridin-3-yl)-3H-imidazo[4,5-b]pyridin-3-yl)benzyl)piperazine-1-carbonyl)pyrazine-2-carbonitrile